[3-(3-hydroxyphenoxy)azetidin-1-yl]-5-methyl-2,2-diphenylhexanamide OC=1C=C(OC2CN(C2)C(C(C(=O)N)(C2=CC=CC=C2)C2=CC=CC=C2)CC(C)C)C=CC1